O=C1NC(CCC1N1C(C2=CC=C(C=C2C1=O)N1CCC(CC1)CN1CCC(CC1)C(=O)N[C@H]1CN(CCC1)C=1N=C(C(=NC1)C(=O)N)NC1=CC(=NS1)C)=O)=O 5-[(3R)-3-[1-({1-[2-(2,6-dioxopiperidin-3-yl)-1,3-dioxoisoindol-5-yl]piperidin-4-yl}methyl)piperidine-4-amido]piperidin-1-yl]-3-[(3-methyl-1,2-thiazol-5-yl)amino]pyrazine-2-carboxamide